2-bromo-4-chloro-1-[2-(2-methoxyethoxy)ethoxy]benzene BrC1=C(C=CC(=C1)Cl)OCCOCCOC